C(C(O)C)(=O)N[C@@H](C(C)C)C(=O)O N-lactoyl-valine